N12C=CN(C=C1)CC2 1,4-diazabicyclo[2.2.2]Octa-2,5-diene